trans-4-[(4-chloro-2-fluorobenzyl)oxy]-N-[2-fluoro-3-(5-fluoro-4-methyl-6-oxo-1,6-dihydropyrimidin-2-yl)-4-(trifluoromethyl)benzyl]cyclohexane-1-carboxamide ClC1=CC(=C(CO[C@@H]2CC[C@H](CC2)C(=O)NCC2=C(C(=C(C=C2)C(F)(F)F)C=2NC(C(=C(N2)C)F)=O)F)C=C1)F